C(CCCCCCCCC(=O)OCC(CCCCCC)CCCC)(=O)OCC(CCCCCC)CCCC di(2-butyloctyl) sebacate